7-fluoro-2-[(4S)-4-[[6-oxo-5-(trifluoromethyl)-1H-pyridazin-4-yl]amino]pentyl]-6-pyridin-2-ylisoquinolin-1-one FC1=C(C=C2C=CN(C(C2=C1)=O)CCC[C@H](C)NC=1C=NNC(C1C(F)(F)F)=O)C1=NC=CC=C1